(R*)-N-((1H-pyrrolo[3,2-c]pyridine-2-yl)methyl)-2-(5-(((R)-1-(dibenzo[b,d]furan-2-yl)ethyl)amino)-2-(2-fluorophenyl)-6-oxopyrimidin-1(6H)-yl)propenamide N1C(=CC=2C=NC=CC21)CNC(C(=C)N2C(=NC=C(C2=O)N[C@H](C)C2=CC1=C(OC3=C1C=CC=C3)C=C2)C2=C(C=CC=C2)F)=O